Tert-butyl-3-[4-(azidomethyl)piperidin-1-yl]azetidine C(C)(C)(C)N1CC(C1)N1CCC(CC1)CN=[N+]=[N-]